1-([1,1'-biphenyl]-4-yl-(phenyl)methyl)-1H-imidazole C1(=CC=C(C=C1)C(N1C=NC=C1)C1=CC=CC=C1)C1=CC=CC=C1